methyl 5-(3-hydroxypropyl)-2-[4-methyl-3-[(Z)-[3-(2-trimethylsilylethoxymethyl)-1,3-benzothiazol-2-ylidene]amino]-6,7-dihydro-5H-pyrido[2,3-c]pyridazin-8-yl]thiazole-4-carboxylate OCCCC1=C(N=C(S1)N1CCCC2=C1N=NC(=C2C)\N=C\2/SC1=C(N2COCC[Si](C)(C)C)C=CC=C1)C(=O)OC